ClC1=C(C(=O)NC=2C(=NC(=CC2)OC)C)C(=CC=C1)NC1=C(C=C(C=C1)F)C 2-chloro-6-((4-fluoro-2-methylphenyl)amino)-N-(6-methoxy-2-methylpyridin-3-yl)benzamide